(S)-2-(1-amino-5-carbamoyl-4-(4-(thiazol-2-ylcarbamoyl)phenyl)-1H-imidazol-2-yl)piperidine-1-carboxylic acid tert-butyl ester C(C)(C)(C)OC(=O)N1[C@@H](CCCC1)C=1N(C(=C(N1)C1=CC=C(C=C1)C(NC=1SC=CN1)=O)C(N)=O)N